4-[[tert-butyl(diphenyl)silyl]oxymethyl]-2-(1-methyltetrazol-5-yl)sulfanyl-5-nitro-benzoic acid [Si](C1=CC=CC=C1)(C1=CC=CC=C1)(C(C)(C)C)OCC1=CC(=C(C(=O)O)C=C1[N+](=O)[O-])SC1=NN=NN1C